(R)-2-(1-(4-amino-3-(3-chloro-4-morpholinophenyl)-1H-pyrazolo[3,4-d]pyrimidin-1-yl)ethyl)-5-fluoro-3-(3-fluorophenyl)-4H-chromen-4-one NC1=C2C(=NC=N1)N(N=C2C2=CC(=C(C=C2)N2CCOCC2)Cl)[C@H](C)C=2OC1=CC=CC(=C1C(C2C2=CC(=CC=C2)F)=O)F